2-(((1s,4s)-4-(((3-methoxy-phenyl)(phenyl)carbamoyl-oxy)methyl)cyclohexyl)methoxy)acetic acid COC=1C=C(C=CC1)N(C(=O)OCC1CCC(CC1)COCC(=O)O)C1=CC=CC=C1